methyl (1S,3R)-1-(4-(((3R,5R,7R)-adamantan-1-yl)amino)phenyl)-2-propioloyl-2,3,4,9-tetrahydro-1H-pyrido[3,4-b]indole-3-carboxylate C12(CC3CC(CC(C1)C3)C2)NC2=CC=C(C=C2)[C@@H]2N([C@H](CC3=C2NC2=CC=CC=C32)C(=O)OC)C(C#C)=O